CC1=C(OCC(=O)OC)C=CC(=C1)OC\C=C(\C1=CC(=CC=C1)C(F)(F)F)/C1=CC=C(C=C1)C#CC=1SC(=CC1)C methyl (E)-[2-methyl-4-[3-[4-[(5-methylthiophen-2-yl)ethynyl]phenyl]-3-(3-trifluoromethylphenyl)allyloxy]phenoxy]acetate